C(C)(C)(C)OC(=O)N(CC#CC1=C(C=CC(=C1)F)NC1=CC=C(C(=C1C(=O)OC)F)C(F)(F)F)C1=NC(=CC=C1[N+](=O)[O-])OC Methyl 6-((2-(3-((tert-butoxycarbonyl)(6-methoxy-3-nitropyridin-2-yl)amino)-prop-1-yn-1-yl)-4-fluorophenyl)amino)-2-fluoro-3-(trifluoromethyl)benzoate